ethyl 5-phenyl-1H-pyrrolo[2,3-c]pyridine-2-carboxylate C1(=CC=CC=C1)C=1C=C2C(=CN1)NC(=C2)C(=O)OCC